FC(OC1CCN(CC1)C=1SC=CN1)(F)F 2-(4-(trifluoromethoxy)piperidin-1-yl)thiazole